C1(CCC1)OC=1C(=CC2=CN(N=C2C1)[C@@]12CO[C@@](CC1)(C2)C)C(=O)O 6-(cyclobutoxy)-2-[(1s,4s)-1-methyl-2-oxabicyclo[2.2.1]hept-4-yl]indazole-5-carboxylic acid